4-chloro-2-methoxybenzenesulfonyl chloride ClC1=CC(=C(C=C1)S(=O)(=O)Cl)OC